tert-butyl-6-bromo-2-carbamoyl-1H-indole-1-carboxylate C(C)(C)(C)OC(=O)N1C(=CC2=CC=C(C=C12)Br)C(N)=O